BrC1=CC2=C(C=C1)C1=CC=CC=C1C21CCC(C2=CC=C(C=C12)OC)(C)C 2-bromo-7'-methoxy-4',4'-dimethyl-3',4'-dihydro-2'H-spiro[fluorene-9,1'-naphthalene]